1,2-bis-trimethoxysilylethane CO[Si](CC[Si](OC)(OC)OC)(OC)OC